N-(5-((4-(trifluoromethyl)benzyl)oxy)-1H-indol-3-yl)-1H-pyrazole-5-carboxamide FC(C1=CC=C(COC=2C=C3C(=CNC3=CC2)NC(=O)C2=CC=NN2)C=C1)(F)F